C(C(=O)OCCCC#N)(=O)OC Methyl (3-cyanopropyl) oxalate